CC1=C(C(=CC(=C1)N1CCOCC1)C)NC(CC1=CC(=CC=C1)C(F)(F)F)=O N-(2,6-Dimethyl-4-morpholin-4-yl-phenyl)-2-(3-trifluoromethyl-phenyl)-acetamide